N-(3-Chloro-4-methylphenyl)-N1-(4-ethylphenyl)-6-pyrrolidin-1-yl-[1,3,5]triazine-2,4-diamine hydrochloride Cl.ClC=1C=C(C=CC1C)NC1N(C(=NC(=N1)N)N1CCCC1)C1=CC=C(C=C1)CC